F[C@@H]1[C@H](C[C@H]2[C@H]([C@H]([C@H]3[C@@H]4CC[C@H]([C@@H](CCC(=O)O)C)[C@]4(CC[C@@H]3[C@]2(C1)C)C)O)CC)O 2β-fluoro-3α,7α-dihydroxyl-6α-ethyl-5β-cholanic Acid